CC([C@@H](C(=O)OC)N(C(=O)N1CCC2(CNCCO2)CC1)C)C methyl (2S)-3-methyl-2-[methyl (1-oxa-4,9-diazaspiro[5.5]undecane-9-carbonyl)amino]butanoate